ClC1=C(C(=O)[O-])C=CC(=C1)OC1=CC=CC=2C(=C(OC21)C)CF 2-chloro-4-((2-Methyl-(fluoromethyl)benzofuran-7-yl)oxy)benzoate